C(C)C1=NOC(=N1)C=1C=C(C=CC1)NCC12COC(CC1)(CC2)C2=CC=C(C=C2)C(C#N)(C)C 2-(4-(4-(((3-(3-ethyl-1,2,4-oxadiazol-5-yl)phenyl)amino)methyl)-2-oxabicyclo[2.2.2]octan-1-yl)phenyl)-2-methyl-propanenitrile